[Na+].[Na+].[Na+].[Na+].C(CN(CC(=O)[O-])CC(=O)[O-])N(CC(=O)[O-])CC(=O)[O-] Ethylenediaminetetraacetic acid tetrasodium salt